ClC=1C=NC(=C2C(C=C(N(C12)C1=C(C=CC=C1Cl)Cl)CO)=O)[C@@H](CO)O (S)-8-Chloro-1-(2,6-dichlorophenyl)-5-(1,2-dihydroxyethyl)-2-(hydroxymethyl)-1,6-naphthyridin-4(1H)-one